OC[C@@H](CC(C)(C)C)NC(OC(C)(C)C)=O tert-butyl N-[(1R)-1-(hydroxymethyl)-3,3-dimethyl-butyl]carbamate